2-[(6-phenoxy-1H-1,3-benzodiazol-2-yl)sulfanyl]-N,N-bis(propan-2-yl)acetamide O(C1=CC=CC=C1)C=1C=CC2=C(NC(=N2)SCC(=O)N(C(C)C)C(C)C)C1